FC1=CC=C(C=C1)NC(=O)C1(CC1)C(=O)NC1=CC=C(C=C1)OC1=CC=NC2=CC(=CC=C12)C1CNCC1 1-N'-(4-fluorophenyl)-1-N-[4-(7-pyrrolidin-3-yl-quinolin-4-yl)oxyphenyl]cyclopropane-1,1-dicarboxamide